8-bromo-6-fluoro-2-iodoimidazo[1,2-a]pyridine-3-carbaldehyde BrC=1C=2N(C=C(C1)F)C(=C(N2)I)C=O